C(C1=CC=CC=C1)C1=C(OCC(C)N2C(CCCC2)C)C=CC=C1 (1-(2-benzylphenoxy)propan-2-yl)-2-methylpiperidine